2,4,6-trimethoxyphenyl selenocyanate COC1=C(C(=CC(=C1)OC)OC)[Se]C#N